N1N=CN=C1 [1,2,4]triazole